N[C@H](C(=O)NCCNC(CSC[C@H](N)C(=O)O)=O)CCN(C(CO)=O)[C@H](C(C)(C)C)C=1N(C=C(C1)C1=C(C=CC(=C1)F)F)CC1=CC=CC=C1 S-(2-{[2-({(2S)-2-Amino-4-[{(1R)-1-[1-benzyl-4-(2,5-difluorophenyl)-1H-pyrrole-2-yl]-2,2-dimethylpropyl}(glycoloyl)amino]butanoyl}amino)ethyl]amino}-2-oxoethyl)-L-cysteine